(S)-1-(2-azidopropyl)-2-oxo-1,2-dihydropyridine-3-carboxylic acid ethyl ester C(C)OC(=O)C=1C(N(C=CC1)C[C@H](C)N=[N+]=[N-])=O